tert-butyl (R)-2-((5-amino-6-methylnicotinamido)methyl)pyrrolidine-1-carboxylate NC=1C(=NC=C(C(=O)NC[C@@H]2N(CCC2)C(=O)OC(C)(C)C)C1)C